(S)-5-(2-amino-6,7-dihydropyrazolo[1,5-a]pyrazin-5(4H)-yl)-2-(1-cyclopropylethyl)-7-(difluoromethoxy)isoindolin-1-one NC1=NN2C(CN(CC2)C=2C=C3CN(C(C3=C(C2)OC(F)F)=O)[C@@H](C)C2CC2)=C1